[N+](=O)([O-])C1=CC=C(C=C1)OC([O-])=O para-nitrophenylcarbonate